OC1=C(C=C(CNC(COC(CCC)=O)=O)C=C1)OC butyric acid 2-((4-hydroxy-3-methoxy-benzyl) amino)-2-oxoethyl ester